7-(1,1-Difluoroethyl)-1-(imidazo[1,2-a]pyridin-7-yl)-4-(methylamino)quinazolin-2(1H)-one FC(C)(F)C1=CC=C2C(=NC(N(C2=C1)C1=CC=2N(C=C1)C=CN2)=O)NC